N1C=C(C2=CC=CC=C12)CN(CCCCN)C1CCCC=2C=CC=NC12 N1-(1H-indol-3-ylmethyl)-N1-(5,6,7,8-tetrahydro-quinolin-8-yl)-butane-1,4-diamine